tin antimony nickel gadolinium [Gd].[Ni].[Sb].[Sn]